Bi-benzothiazol S1C(=NC2=C1C=CC=C2)C=2SC1=C(N2)C=CC=C1